N-(4-((2-(1,1-difluoroethyl)pyrimidin-4-yl)amino)-5-(6,7-dihydro-4H-pyrazolo[5,1-c][1,4]oxazin-2-yl)pyridin-2-yl)acetamide FC(C)(F)C1=NC=CC(=N1)NC1=CC(=NC=C1C1=NN2C(COCC2)=C1)NC(C)=O